ClC1=C(C=CC=C1)CC[C@@H](C(=O)O)NC (2S)-4-(2-chlorophenyl)-2-(methylamino)butanoic acid